methyl 4-hydroxy-3-methylbenzofuran-2-carboxylate OC1=CC=CC2=C1C(=C(O2)C(=O)OC)C